FC1=C(C=CC(=C1)C(F)(F)F)C1(CC1)C(=O)NC=1C=CC(=C(C(=O)OC)C1)C=1C=NC(=CC1)C(C)O Methyl 5-[({1-[2-fluoro-4-(trifluoromethyl) phenyl] cyclopropyl} carbonyl) amino]-2-[6-(1-hydroxyethyl) pyridin-3-yl]benzoate